5-bromo-2-(4-(methylsulfonyl)piperidin-1-yl)pyridine BrC=1C=CC(=NC1)N1CCC(CC1)S(=O)(=O)C